4-((4-Methoxycyclohexyl)amino)-N-(4-(4-methylpiperazine-1-carbonyl)phenyl)-2-oxo-1,2-dihydropyridine-3-carboxamide COC1CCC(CC1)NC1=C(C(NC=C1)=O)C(=O)NC1=CC=C(C=C1)C(=O)N1CCN(CC1)C